tert-butyl (3R,4R)-3-((7-((tert-butoxycarbonyl)(4-(pyridin-2-yl)benzyl)amino)-3-cyclopropylpyrazolo[1,5-a]pyrimidin-5-yl)oxy)-4-fluoropyrrolidine-1-carboxylate C(C)(C)(C)OC(=O)N(C1=CC(=NC=2N1N=CC2C2CC2)O[C@@H]2CN(C[C@H]2F)C(=O)OC(C)(C)C)CC2=CC=C(C=C2)C2=NC=CC=C2